CC1(COB(O1)C1=C(C#N)C=CC=C1)C 2-(5,5-dimethyl-1,3,2-dioxaborolan-2-yl)benzonitrile